tert-butyl 6-[8-[1,3-benzothiazol-2-yl(2-trimethylsilylethoxymethyl)carbamoyl]-3,4-dihydro-1H-isoquinolin-2-yl]-3-(4,4,5,5-tetramethyl-1,3,2-dioxaborolan-2-yl)pyridine-2-carboxylate S1C(=NC2=C1C=CC=C2)N(C(=O)C=2C=CC=C1CCN(CC21)C2=CC=C(C(=N2)C(=O)OC(C)(C)C)B2OC(C(O2)(C)C)(C)C)COCC[Si](C)(C)C